3-methylpyridinenitrile CC=1C(=NC=CC1)C#N